CN1N=CC=2C1=NC(=CC2N2CC1=C(CC2)N(N=C1C)CC12CCC(CC1)(CC2)NC(CNS(=O)(=O)C)=O)C N-(4-((5-(1,6-dimethyl-1H-pyrazolo[3,4-b]pyridin-4-yl)-3-methyl-4,5,6,7-tetrahydro-1H-pyrazolo[4,3-c]pyridin-1-yl)methyl)bicyclo[2.2.2]oct-1-yl)-2-(N-methylsulfonylamino)acetamide